hydroxyglutaric Acid OC(C(=O)O)CCC(=O)O